3-(4-(but-3-en-1-yloxy)-5-chloropyridin-3-yl)-6-(methylthio)-1-(2,4,5-trifluorobenzyl)-1,3,5-triazine-2,4(1H,3H)-dione C(CC=C)OC1=C(C=NC=C1Cl)N1C(N(C(=NC1=O)SC)CC1=C(C=C(C(=C1)F)F)F)=O